C(=C)N1N=C2C(=CC=C(C2=C1)N1CCC(CC1)N(C(OC(C)(C)C)=O)CC)C(NC=1C=C(C=2N(C1)C=C(N2)C)F)=O tert-butyl N-{1-[2-ethenyl-7-({8-fluoro-2-methylimidazo[1,2-a]pyridin-6-yl} carbamoyl)indazol-4-yl]piperidin-4-yl}-N-ethylcarbamate